C(#N)C1=CC=CC=2N(C(=NC21)OC)C(=O)NCC2CCC(CC2)(F)F Cyano-N-((4,4-difluorocyclohexyl)methyl)-2-methoxy-1H-benzo[d]imidazole-1-carboxamide